3-bromo-5-(3-(2-(difluoromethyl)-4-fluorobenzyl)-2-oxopyrrolidin-1-yl)-1-((2-(trimethylsilyl)ethoxy)methyl)-1H-pyrazole-4-carbaldehyde BrC1=NN(C(=C1C=O)N1C(C(CC1)CC1=C(C=C(C=C1)F)C(F)F)=O)COCC[Si](C)(C)C